BrC=1C=C2C(=CN(C2=CC1)C(COP([O-])(=O)OP(=O)([O-])[O-])=O)/C(=C/C1=C(C=CC(=C1)C#N)OC)/C#N.C(CCC)[N+](CCCC)(CCCC)CCCC.C(CCC)[N+](CCCC)(CCCC)CCCC.C(CCC)[N+](CCCC)(CCCC)CCCC Tetrabutylammonium (Z)-2-(5-bromo-3-(1-cyano-2-(5-cyano-2-methoxyphenyl)vinyl)-1H-indol-1-yl)-2-oxoethyl-diphosphate